2-Methylacetyl-CoA CCC(=O)SCCNC(CCNC([C@@H](C(COP(OP(OC[C@@H]1[C@H]([C@H]([C@@H](O1)N1C=NC=2C(N)=NC=NC12)O)OP(=O)(O)O)(=O)O)(=O)O)(C)C)O)=O)=O